sodium tri-isopropyl-naphthalenesulphonate C(C)(C)C1=C(C(=C(C2=CC=CC=C12)S(=O)(=O)[O-])C(C)C)C(C)C.[Na+]